ClC=1C=[N+](C=CC1C(=O)N1C(CN(CC1)C(C(=O)NC1=NC=C(C=C1)OC1=CC=C(C=C1)F)C)(C)C)[O-] 3-chloro-4-(4-(1-((5-(4-fluorophenoxy)pyridin-2-yl)amino)-1-oxopropan-2-yl)-2,2-dimethylpiperazine-1-carbonyl)pyridine 1-oxide